tert-Butyl ((5-(5-bromopyridin-2-yl)-3-methylisoxazol-4-yl)methyl)carbamate BrC=1C=CC(=NC1)C1=C(C(=NO1)C)CNC(OC(C)(C)C)=O